C(=O)O.ClC=1C=C(C=CC1C(=O)N1CCN(CC1)C(C[C@H]1NCCC1)=O)NC(=O)C=1N(C(=CN1)C1=C(C(=C(C=C1)OC)F)F)C N-[3-chloro-4-[4-[2-[(2S)-pyrrolidin-2-yl]acetyl]piperazine-1-carbonyl]phenyl]-5-(2,3-difluoro-4-methoxy-phenyl)-1-methyl-imidazole-2-carboxamide formate